2-HYDROXY-4-PYRIDINECARBOXALDEHYDE OC1=NC=CC(=C1)C=O